tert-Butyl (S)-4-(5-chloro-4-fluoro-2-(2-(2-fluoro-6-methoxyphenyl)pyrimidine-4-carboxamido)phenyl)-2-(hydroxymethyl)piperazine-1-carboxylate ClC=1C(=CC(=C(C1)N1C[C@H](N(CC1)C(=O)OC(C)(C)C)CO)NC(=O)C1=NC(=NC=C1)C1=C(C=CC=C1OC)F)F